5-(4-chloro-2-fluoro-phenyl)-7-[(2R,4S)-2-(1-cyclopropylpyrazol-4-yl)tetrahydropyran-4-yl]-2,3-dimethyl-1,8-naphthyridine ClC1=CC(=C(C=C1)C1=C2C=C(C(=NC2=NC(=C1)[C@@H]1C[C@@H](OCC1)C=1C=NN(C1)C1CC1)C)C)F